The molecule is an organoarsenic compound, a hydrochloride and a member of diarsenes. It has a role as an antisyphilitic drug. It contains a 3,3'-diarsene-1,2-diylbis(6-hydroxyanilinium). C1=CC(=C(C=C1[As]=[As]C2=CC(=C(C=C2)O)[NH3+])[NH3+])O.[Cl-].[Cl-]